(R)-3-Cyclopentyl-3-(4-(7-(2-((2,3-dimethylphenyl)amino)benzoyl)-7H-pyrrolo[2,3-d]pyrimidin-4-yl)-1H-pyrazol-1-yl)propionitrile C1(CCCC1)[C@@H](CC#N)N1N=CC(=C1)C=1C2=C(N=CN1)N(C=C2)C(C2=C(C=CC=C2)NC2=C(C(=CC=C2)C)C)=O